ClCC1=NC2=C(N1)C=CC=C2 2-(chloromethyl)-1H-1,3-benzimidazole